N-(2-oxo-1-(4-(trifluoromethyl)phenyl)-2,3,4,5-tetrahydro-1H-benzo[b]azepin-3-yl)acrylamide O=C1C(CCC2=C(N1C1=CC=C(C=C1)C(F)(F)F)C=CC=C2)NC(C=C)=O